NC1=CC(=C(C=C1)C=1C(=C(NC1CC)C(=O)N)C1=CC(=C(C=C1)C(NCC1(CC1)F)=O)OC)Cl 4-(4-amino-2-chlorophenyl)-5-ethyl-3-(4-(((1-fluorocyclopropyl)methyl)carbamoyl)-3-methoxyphenyl)-1H-pyrrole-2-carboxamide